CC(COC(C(F)F)(F)F)N1C=NC(=N1)C2=C(C=C(C=C2)Cl)Cl (RS)-2-(2,4-dichlorophenyl)-3-(1H-1,2,4-triazol-1-yl) propyl-1,1,2,2-tetrafluoroethyl ether